trans-4-(5-(4-chlorobenzyl)-1,3,4-oxadiazol-2-yl)cyclohexanecarboxylic acid ClC1=CC=C(CC2=NN=C(O2)[C@@H]2CC[C@H](CC2)C(=O)O)C=C1